ClC=1C(=C(C=CC1)NC1=NC=NC2=CC(=C(C=C12)NC(C=CC)=O)C#CC1(CN(CC1)C)C)F N-(4-((3-chloro-2-fluorophenyl)amino)-7-((1,3-dimethylpyrrolidin-3-yl)ethynyl)quinazolin-6-yl)but-2-enamide